NC=1N=NC(=CC1N1CC2CCC(C1)N2C2=NC=C(C=N2)CCCN(CCCC=2C=C1C3=C(N(C1=CC2)C2C(NC(CC2)=O)=O)N=CC=C3)C)C3=C(C=CC=C3)O 3-[6-[3-[3-[2-[3-[3-amino-6-(2-hydroxyphenyl)pyridazin-4-yl]-3,8-diazabicyclo[3.2.1]octan-8-yl]pyrimidin-5-yl]propyl-methyl-amino]propyl]pyrido[2,3-b]indol-9-yl]piperidine-2,6-dione